ClC=1C(=NC(=NC1)S(=O)C)C#C[Si](C(C)C)(C(C)C)C(C)C 5-chloro-2-(methylsulfinyl)-4-((triisopropylsilyl)ethynyl)pyrimidine